CS(=O)(=O)C1(CC1)NC1=CC=CC=C1 (1-methylsulfonyl-cyclopropyl)aniline